methyl 2-cyclopropyl-5-ethoxy-4-((2-(4-((2-(2-hydroxyethoxy)ethyl)carbamoyl)phenyl)-3-oxo-2,8-diazaspiro[4.5]decan-8-yl)methyl)benzoate C1(CC1)C1=C(C(=O)OC)C=C(C(=C1)CN1CCC2(CC(N(C2)C2=CC=C(C=C2)C(NCCOCCO)=O)=O)CC1)OCC